(3R)-3-amino-5-[(4-chlorophenyl)methyl]-7-[5-[(3,3-difluorocyclohexyl)amino]-1,3,4-oxadiazol-2-yl]-8-fluoro-1,1-dioxo-2,3-dihydro-1lambda6,5-benzothiazepin-4-one N[C@H]1CS(C2=C(N(C1=O)CC1=CC=C(C=C1)Cl)C=C(C(=C2)F)C=2OC(=NN2)NC2CC(CCC2)(F)F)(=O)=O